C(C)C1=NN=C(O1)CN1C(=NC2=NC=C(C=C21)C=2C=CN1N=CN=C(C12)OC)C 1-((5-ethyl-1,3,4-oxadiazol-2-yl)methyl)-6-(4-methoxypyrrolo[2,1-f][1,2,4]triazin-5-yl)-2-methyl-1H-imidazo[4,5-b]pyridine